(S)-3-Fluoro-N-methyl-N-(6-oxo-1,4,5,6-tetrahydro-2H-pyrano[3,4-c]isoquinolin-1-yl)-4-(trifluoromethyl)benzamide FC=1C=C(C(=O)N([C@@H]2COCC=3NC(C=4C=CC=CC4C32)=O)C)C=CC1C(F)(F)F